(4R)-4-fluoro-2-methylpyrrolidine-1,2-dicarboxylic acid F[C@@H]1CC(N(C1)C(=O)O)(C(=O)O)C